(S)-2-(4-(6-((2-Chloro-6-fluorobenzyl)oxy)pyridin-2-yl)-3-fluorobenzyl)-1-(oxetan-2-ylmethyl)-1H-benzo[d]imidazol ClC1=C(COC2=CC=CC(=N2)C2=C(C=C(CC3=NC4=C(N3C[C@H]3OCC3)C=CC=C4)C=C2)F)C(=CC=C1)F